FC1=CC=C(C=C1)S(=O)(=O)C12C(CCC=3C=C(N=CC13)C(C(F)(F)F)(C(F)(F)F)F)N(CC2)C(=O)[C@H]2N(C(CC2)=O)CCC#N 3-((2S)-2-(9a-((4-fluorophenyl)sulfonyl)-3-(perfluoropropan-2-yl)-6,6a,7,8,9,9a-hexahydro-5H-pyrrolo[2,3-H]Isoquinoline-7-carbonyl)-5-oxopyrrolidin-1-yl)propionitrile